5-(2,3-difluoro-4-(1-(tetrahydro-2H-pyran-2-yl)-1H-pyrazol-4-yl)phenyl)hexahydropyrrolo[3,4-c]pyrrol FC1=C(C=CC(=C1F)C=1C=NN(C1)C1OCCCC1)N1CC2C(C1)CNC2